ClC1=CN=CC(=N1)C1=CC(=C(C=C1)NC(C(C)(C)C=1N=C(SC1)NS(=O)(=O)C1CC1)=O)C N-(4-(6-chloropyrazin-2-yl)-2-methylphenyl)-2-(2-(cyclopropanesulfonylamino)thiazol-4-yl)-2-methylpropanamide